tert-butyl 4,4-difluoro-3-(5-oxo-4-(2,2,2-trifluoroethyl)-4,5-dihydropyrazin-2-yl)piperidine-1-carboxylate FC1(C(CN(CC1)C(=O)OC(C)(C)C)C=1N=CC(N(C1)CC(F)(F)F)=O)F